C(C1=CC=CC=C1)N1N(C(C(=C1C)C(=O)NC1=CC(=CC=C1)C(C)(F)F)=O)C1=CC=C2C=CNC2=C1 1-benzyl-N-[3-(1,1-difluoroethyl)phenyl]-2-(1H-indol-6-yl)-5-methyl-3-oxo-pyrazole-4-carboxamide